CC1(N=C(OC1)C(C)(C)C(CC1=CC=CC=C1)O)C [1-(4,5-dihydro-4,4-dimethyl-2-oxazolyl)-1-methylethyl]phenethyl alcohol